4'-((4-(ethylcarbamoyl)pyridin-2,6-diyl)bis(1H-1,2,3-triazole-4,1-diyl))bis(2-cyanobenzoic acid) C(C)NC(=O)C1=CC(=NC(=C1)C=1N=NN(C1)C=1C(=C(C(=O)O)C=CC1)C#N)C=1N=NN(C1)C=1C(=C(C(=O)O)C=CC1)C#N